3-bromo-6-(1-(2-fluoro-5-(trifluoromethoxy)phenyl)ethyl)-7,8-dihydro-1,6-naphthyridin-5(6H)-one BrC=1C=NC=2CCN(C(C2C1)=O)C(C)C1=C(C=CC(=C1)OC(F)(F)F)F